6-(4-(2-hydroxypropan-2-yl)phenyl)-4-((trans-4-methoxycyclohexyl)methyl)-3,4-dihydropyrazino[2,3-b]pyrazin-2(1H)-one OC(C)(C)C1=CC=C(C=C1)C=1N=C2C(=NC1)NC(CN2C[C@@H]2CC[C@H](CC2)OC)=O